ClC=1C=2C(=CNC2C2=C(C1)CN(S(N2)(=O)=O)CC=2C=CC(N(C2)C)=O)Cl 5-((6,7-dichloro-2,2-dioxido-4,9-dihydro-[1,2,6]thiadiazino[4,3-g]indol-3(1H)-yl)methyl)-1-methylpyridin-2(1H)-one